CC(C#C)(C)OS(=O)(=O)C=C vinyl-sulfonic acid 1,1-dimethyl-2-propynyl ester